((3R)-4-amino-3-methyl-1,3-dihydrofuro[3,4-c]quinolin-8-yl)((3R,5S)-3-(6-chloro-3-pyridinyl)-5-methyl-4-morpholinyl)methanone NC1=NC=2C=CC(=CC2C2=C1[C@H](OC2)C)C(=O)N2[C@@H](COC[C@@H]2C)C=2C=NC(=CC2)Cl